C(#N)C[C@@H]1N(CCN(C1)C=1C2=C(N=C(N1)OCCN1CCCCC1)CN(CC2)C2=CC=CC1=CC=CC=C21)C(=O)OCC2=CC=CC=C2 benzyl (2S)-2-(cyanomethyl)-4-[7-(1-naphthyl)-2-[2-(1-piperidyl)ethoxy]-6,8-dihydro-5H-pyrido[3,4-d]pyrimidin-4-yl]piperazine-1-carboxylate